phosphoryl-beta-D-Ribose [C@H]1([C@@H]([C@@]2(C(=[P+]2[O-])O[C@H]1O)O)O)O